C(C(=C)C)(=O)N1C(=C(C2=CC=C3C(=C12)C=CC=C3)C3=CC=CC=C3)C3=CC=CC=C3 N-methacryloyl-2,3-diphenylbenzindole